rel-(2S,3R,4R,5S)-N-(6-((R*)-2,2-dimethyl-1,3-dioxolan-4-yl)pyridin-3-yl)-3-(2-ethoxy-4-fluoro-3-methylphenyl)-4,5-dimethyl-5-(trifluoromethyl)tetrahydrofuran-2-carboxamide CC1(OC[C@H](O1)C1=CC=C(C=N1)NC(=O)[C@H]1O[C@@]([C@@H]([C@@H]1C1=C(C(=C(C=C1)F)C)OCC)C)(C(F)(F)F)C)C |o1:4,15,17,18,19|